(S)-2-(2-(2-methoxybenzyl)azepan-1-yl)-6-morpholinopyrimidin-4(3H)-one COC1=C(C[C@H]2N(CCCCC2)C2=NC(=CC(N2)=O)N2CCOCC2)C=CC=C1